O1C=NC2=C1C=C(C=C2)CN2C(C1=CN=CC(=C1C=C2)C2=CC=CC=C2)=O 2-(benzo[d]oxazol-6-ylmethyl)-5-phenyl-2,7-naphthyridin-1(2H)-one